1-[2-(azetidin-1-yl)-2-oxo-ethyl]-3-methyl-6-[5-(1,1,2,2,2-pentafluoroethyl)-2-thienyl]imidazo[4,5-b]pyridin-2-one N1(CCC1)C(CN1C(N(C2=NC=C(C=C21)C=2SC(=CC2)C(C(F)(F)F)(F)F)C)=O)=O